3,3-difluoro-1,5-diphenyl-1-pentyne FC(C#CC1=CC=CC=C1)(CCC1=CC=CC=C1)F